NC1=NNC(=C1)C=1C(=CC=C2C=CC=NC12)OCCCNC(OC(C)(C)C)=O tert-butyl (3-([8-(3-amino-1H-pyrazol-5-yl)quinolin-7-yl]oxy)propyl)carbamate